3-((5-((6-amino-8-bromo-2-fluoro-9H-purin-9-yl)methyl)-2-methoxyphenoxy)methyl)benzyl acetate C(C)(=O)OCC1=CC(=CC=C1)COC1=C(C=CC(=C1)CN1C2=NC(=NC(=C2N=C1Br)N)F)OC